N-(6-bromo-3-methylpyridin-2-yl)-4-fluoro-4-(fluoromethyl)pyrrolidine-2-carboxamide BrC1=CC=C(C(=N1)NC(=O)C1NCC(C1)(CF)F)C